C(CCC)C(COC=1C=C(C=C(C1OCC(CCCCCC)CCCC)OCC(CCCCCC)CCCC)CO)CCCCCC (3,4,5-tris((2-butyloctyl)oxy)phenyl)methanol